2-(azetidin-3-yl)acetonitrile hydrochloride Cl.N1CC(C1)CC#N